1-(3-aminopropyl)-3-methyl-imidazolium chloride salt [Cl-].NCCCN1C=[N+](C=C1)C